CC1=NNC(=C1C=1C=C2CN(C(C2=CC1)=O)C1C(NC(CC1)=O)=O)C1=CC=CC=C1 3-(5-(3-Methyl-5-phenyl-1H-pyrazol-4-yl)-1-oxoisoindolin-2-yl)piperidine-2,6-dione